2-chloro-1'-[(4-chloro-6-methyl-pyrazolo[1,5-a]pyrazin-2-yl)methyl]-2'-methyl-spiro[4,5-dihydrothieno[2,3-c]pyran-7,4'-piperidin]-4-ol ClC1=CC2=C(S1)C1(CC(N(CC1)CC1=NN3C(C(=NC(=C3)C)Cl)=C1)C)OCC2O